(difluoromethyl)pyrimidin-4-ol FC(F)C1=NC=CC(=N1)O